C(=O)(OC(C)(C)C)N1CCC(CC1)N1N=CC(=C1)B1OC(C)(C)C(C)(C)O1 1-(N-Boc-piperidin-4-yl)-4-pyrazoleboronic acid pinacol ester